OC1(CCC1)C=1C(=NN(C1)CCOC1OCCCC1)S(=O)(=O)N(CC1=CC=C(C=C1)OC)CC1=CC=C(C=C1)OC (1-hydroxycyclobutyl)-N,N-bis(4-methoxybenzyl)-1-(2-((tetrahydro-2H-pyran-2-yl)oxy)ethyl)-1H-pyrazole-3-sulfonamide